tert-butyl [(1S,3R)-3-{methyl[6-(2,2,2-trifluoroethyl)thieno[2,3-d]pyrimidin-4-yl]amino}cyclopentyl]carbamate CN([C@H]1C[C@H](CC1)NC(OC(C)(C)C)=O)C=1C2=C(N=CN1)SC(=C2)CC(F)(F)F